The molecule is a phosphatidylcholine 40:2 in which the acyl group specified at positions 1 and 2 is (11Z)-eicosenoyl respectively. It derives from an (11Z)-icos-11-enoic acid. CCCCCCCC/C=C\\CCCCCCCCCC(=O)OC[C@H](COP(=O)([O-])OCC[N+](C)(C)C)OC(=O)CCCCCCCCC/C=C\\CCCCCCCC